ClC1=NC(=CC2=C1N=CN(C2=O)COCC[Si](C)(C)C)C(F)(F)F 8-chloro-6-(trifluoromethyl)-3-((2-(trimethylsilyl)ethoxy)methyl)pyrido[3,4-d]pyrimidin-4(3H)-one